1-((S)-1-(2-cyclopropylpyrimidin-5-yl)ethyl)-6-((1R,2R)-2-(5-fluoropyrimidin-2-yl)cyclobutyl)-4-oxo-4,5-dihydro-1H-pyrazolo[3,4-d]pyrimidine-3-carbonitrile C1(CC1)C1=NC=C(C=N1)[C@H](C)N1N=C(C2=C1N=C(NC2=O)[C@H]2[C@@H](CC2)C2=NC=C(C=N2)F)C#N